2-(9H-carbazol-2-yl)-N-(2,3-difluorobenzyl)acetamide C1=C(C=CC=2C3=CC=CC=C3NC12)CC(=O)NCC1=C(C(=CC=C1)F)F